2-(1-(cyclopropylsulfonyl)-1H-pyrazol-4-yl)-N-(4-(4-methoxypiperidin-1-yl)-5-((1-methyl-1H-pyrazol-4-yl)ethynyl)pyridin-2-yl)pyrimidin-4-amine C1(CC1)S(=O)(=O)N1N=CC(=C1)C1=NC=CC(=N1)NC1=NC=C(C(=C1)N1CCC(CC1)OC)C#CC=1C=NN(C1)C